[Si](C)(C)(C(C)(C)C)OC(C[C@@H](CC=C)N)C(F)(F)F (4R)-6-((tert-butyldimethylsilyl)oxy)-7,7,7-trifluorohept-1-en-4-amine